CC(C(=O)NC1=CC(=CC=C1)C1=CSC(=C1)C1=NOC(N1)=O)(C)OC1=CC=C(C=C1)C(F)(F)F 2-methyl-N-(3-(5-(5-oxo-4,5-dihydro-1,2,4-oxadiazol-3-yl)thiophen-3-yl)phenyl)-2-(4-(trifluoromethyl)phenoxy)propanamide